(2R,5S)-2-formyl-5-(((1r,4S)-4-methoxycyclohexyl)methyl)pyrrolidine-1-carboxylic acid tert-butyl ester C(C)(C)(C)OC(=O)N1[C@H](CC[C@H]1CC1CCC(CC1)OC)C=O